6-[(3S)-3-(cyanomethyl)piperazin-1-yl]-N-(3-methoxy-1-naphthyl)-2-[[(2S)-1-methylpyrrolidin-2-yl]methoxy]pyrimidine-4-carboxamide C(#N)C[C@H]1CN(CCN1)C1=CC(=NC(=N1)OC[C@H]1N(CCC1)C)C(=O)NC1=CC(=CC2=CC=CC=C12)OC